NCCN(CCCCCCCC(=O)OCCCC(CCCCC)CCCCC)CCCCCCCC(OCCCC(CCCCC)CCCCC)=O 4-pentylnonyl 8-[2-aminoethyl-[8-oxo-8-(4-pentylnonoxy)octyl]amino]octanoate